FC=1C=C(CC=2C=CC(=NC2)NC(=O)C2=NN(C(C=C2)=O)CCC)C=CC1 N-(5-(3-fluorobenzyl)pyridin-2-yl)-6-oxo-1-propyl-1,6-dihydropyridazine-3-carboxamide